C1(=CC(=CC=C1)C1=CC(=NC(=N1)N)NCC1=CC2=C(OCO2)C=C1)C1=CC=CC=C1 6-([1,1'-Biphenyl]-3-yl)-N4-(benzo[d][1,3]dioxol-5-ylmethyl)pyrimidine-2,4-diamine